C(C)(C)N1C(C=CC2=C1N=C(N=C2)N[C@H]2CN(CCC2)C(=O)C2=CC=C(C=C2)NC(CC)=O)=O (R)-N-(4-(3-((8-isopropyl-7-oxo-7,8-dihydropyrido[2,3-d]pyrimidin-2-yl)amino)piperidine-1-carbonyl)phenyl)propionamide